(1-(naphthalen-1-yl)ethyl)((4-oxo-chroman-2-yl)methyl)carbamic acid tert-butyl ester C(C)(C)(C)OC(N(CC1OC2=CC=CC=C2C(C1)=O)C(C)C1=CC=CC2=CC=CC=C12)=O